4-((2-(3-fluoro-3-methylcyclobutyl)-1H-imidazol-4-yl)methyl)pyridine FC1(CC(C1)C=1NC=C(N1)CC1=CC=NC=C1)C